N-ethyl-N-[(6-vinyl-3-pyridinyl)methyl]ethanamine C(C)N(CC)CC=1C=NC(=CC1)C=C